N-phenylmorpholin C1(=CC=CC=C1)N1CCOCC1